COC(=O)C=1C=NC(=CC1C1=C(C(=NC=C1OC)C1CC1)F)C 2'-cyclopropyl-3'-fluoro-5'-methoxy-6-methyl-[4,4'-bipyridine]-3-carboxylic acid methyl ester